O1COC2=C1C=CC(=C2)C2(CC2)C(=O)O 1-(benzo[D][1,3]dioxol-5-yl)cyclopropanecarboxylic acid